5,6,7,8,9,10-Hexahydrobenzocyclooctene C1=CC=CC2=C1CCCCCC2